(12R)-20-Amino-18-(oxolan-3-yl)-6-(trifluoromethyl)-22-oxa-3,4,16,21-tetraazatetracyclo[15.3.1.12,5.012,16]docosa-1(21),2,4,17,19-pentaen-6-ol NC1=CC(=C2N3CCC[C@H]3CCCCCC(C3=NN=C(C1=N2)O3)(O)C(F)(F)F)C3COCC3